CC(=O)C(=O)C=C pentenediOne